N1=NC=CC=C1B(O)O Pyridazin-6-ylboronic acid